4-((5-bromoheptyl)oxy)-2-(2,6-dioxopiperidin-3-yl)isoindoline-1,3-dione BrC(CCCCOC1=C2C(N(C(C2=CC=C1)=O)C1C(NC(CC1)=O)=O)=O)CC